ClC=1C=CC(=C(C1)C=1N=CN(C(C1)=O)[C@H]1CCC[C@H](C(NC=2C=NN(C2C=2C=CN=C1C2)C)=O)C)NC2=NC=NC=C2 (9R,13S)-13-(4-{5-chloro-2-[(pyrimidin-4-yl)amino]Phenyl}-6-oxo-1,6-dihydropyrimidin-1-yl)-3,9-dimethyl-3,4,7,15-tetraazatricyclo[12.3.1.02,6]Octadec-1(18),2(6),4,14,16-pentaen-8-one